6-phenyl-4,5,6,7-tetrahydrobenzothiophen-6-amine C1(=CC=CC=C1)C1(CC2=C(C=CS2)CC1)N